N2-Acetyl-N6-{[2-(trimethylsilyl)ethoxy]carbonyl}-L-lysyl-L-alanyl-L-alanyl-L-asparagin C(C)(=O)N[C@@H](CCCCNC(=O)OCC[Si](C)(C)C)C(=O)N[C@@H](C)C(=O)N[C@@H](C)C(=O)N[C@@H](CC(N)=O)C(=O)O